methyl 4-benzyloxy-5,6-difluoro-naphthalene-2-carboxylate C(C1=CC=CC=C1)OC1=CC(=CC2=CC=C(C(=C12)F)F)C(=O)OC